8-(azetidin-3-yloxy)-4-[(2R)-3-(3,4-dihydro-1H-isoquinolin-2-yl)-2-hydroxy-propyl]-2-methyl-2,3-dihydro-1,4-benzoxazepin-5-one dihydrochloride Cl.Cl.N1CC(C1)OC1=CC2=C(C(N(CC(O2)C)C[C@@H](CN2CC3=CC=CC=C3CC2)O)=O)C=C1